P(=O)([O-])(F)F.[K+] potassium difluorophosphate salt